CC1(COC1)C1=CC=C(OCCCC(=O)NCC(=O)OCC2=CC=CC=C2)C=C1 benzyl (4-(4-(3-methyloxetan-3-yl)phenoxy)butanoyl)glycinate